ClC=1C(=C(C(=C(C1)OS(=O)(=O)C(F)(F)F)C#N)C1=CC=NN1C)F 5-chloro-2-cyano-4-fluoro-3-(1-methyl-1H-pyrazol-5-yl)phenyltrifluoromethanesulfonic acid